tert-butyl N-[3-bromo-4-[[4-(trifluoromethyl)-2-pyridyl]amino]phenyl]sulfonyl-N-isopropyl-carbamate BrC=1C=C(C=CC1NC1=NC=CC(=C1)C(F)(F)F)S(=O)(=O)N(C(OC(C)(C)C)=O)C(C)C